OC1=C(C(OC2=C1C(=C1C=CC(OC1=C2CC=C(C)C)(C)C)OC)=O)C2=CC=C(C=C2)O 6-hydroxy-7-(4-hydroxyphenyl)-5-methoxy-2,2-dimethyl-10-(3-methylbut-2-enyl)pyrano[3,2-g]chromen-8-one